NC1=C(C=C(C=C1)OC)NCCNC(=O)C1CCC1 N-(2-((2-amino-5-methoxyphenyl)amino)ethyl)cyclobutanecarboxamide